1-(3-aminopropyl)-2-(1-ethyl-3-methyl-1H-pyrazole-5-carboxamido)-1H-benzo[d]imidazole-5-carboxamide hydrochloride Cl.NCCCN1C(=NC2=C1C=CC(=C2)C(=O)N)NC(=O)C2=CC(=NN2CC)C